C1C[C@@H](C12CCC2)N (3S)-spiro[3.3]heptan-3-amine